NC1=C(C=NN1C=1C=C(C=C(C1)C)NC(C=C)=O)C=1C=C2CCNC(C2=CC1)=O N-(3-(5-amino-4-(1-oxo-1,2,3,4-tetrahydroisoquinolin-6-yl)-1H-pyrazol-1-yl)-5-methylphenyl)acrylamide